tert-butyl 3-({5-[2-fluoro-8-(4,4,5,5-tetramethyl-1,3,2-dioxaborolan-2-yl)-6-[(triisopropylsilyl)oxy]naphthalen-1-yl]pentyl}oxy)azepane-1-carboxylate FC1=C(C2=C(C=C(C=C2C=C1)O[Si](C(C)C)(C(C)C)C(C)C)B1OC(C(O1)(C)C)(C)C)CCCCCOC1CN(CCCC1)C(=O)OC(C)(C)C